3-(2,5-dioxo-4-pyrimidin-5-yl-imidazolidin-4-yl)propanoic acid O=C1NC(C(N1)(C=1C=NC=NC1)CCC(=O)O)=O